CC(CC)NC(COC1=CC(=CC=C1)C=O)=O N-(BUTAN-2-YL)-2-(3-FORMYLPHENOXY)ACETAMIDE